(E)-1,2-diphenyl-ethylenediamine C1(=CC=CC=C1)C(C(N)C1=CC=CC=C1)N